5-bromo-6-methyl-2-[3-oxospiro[1-benzofuran-2,4'-piperidin]-1'-yl]pyrimidine-4-carbonitrile BrC=1C(=NC(=NC1C)N1CCC2(CC1)OC1=C(C2=O)C=CC=C1)C#N